3-(2,6-dichloro-4-((4-(3-chloro-2-hydroxypropoxy)phenyl)sulfonyl)phenoxy)propane-1,2-diol ClC1=C(OCC(CO)O)C(=CC(=C1)S(=O)(=O)C1=CC=C(C=C1)OCC(CCl)O)Cl